C(CCCCCCCCCCCCCCCCC)N[C@@H](CCC(=O)[O-])C(=O)[O-].[Na+].[Na+].CC(C=C1CC2(CCCN2C1)CO)C (2-(2-methylpropylidene)tetrahydro-1H-pyrrolizin-7a(5H)-yl)methanol disodium N-stearyl-L-glutamate